2-methylcyclopentan-1,2-diol CC1(C(CCC1)O)O